FC1=CC(=C(C=C1)C=1N=C(SC1CN1C=NC=C1)C)C(C)O 1-({4-[4-fluoro-2-(1-hydroxyethyl)phenyl]-2-methyl-1,3-thiazol-5-yl}methyl)-1H-imidazole